COC1=NC(=CC=C1[C@H]1[C@@H](O[C@]([C@H]1C)(C(F)(F)F)C)C(=O)NC1=CC(=NC=C1)C(=O)OC)C(F)(F)F |r| Methyl rac-(2R,3S,4S,5R)-4-[[3-[2-methoxy-6-(trifluoromethyl)-3-pyridyl]-4,5-dimethyl-5-(trifluoromethyl)tetrahydrofuran-2-carbonyl]amino]pyridine-2-carboxylate